(R)-(6-butyl-2,4-dihydroxy-5-(methyl-(phenyl)amino)pyridin-3-yl)(3-phenylpyrrolidin-1-yl)methanone C(CCC)C1=C(C(=C(C(=N1)O)C(=O)N1C[C@H](CC1)C1=CC=CC=C1)O)N(C1=CC=CC=C1)C